C(C1=CC=CC=C1)OCCN1CC2CCC(C1)N2 3-(2-benzyloxyethyl)-3,8-diazabicyclo[3.2.1]octane